rac-(1S*,2S*)-N-(4-(((6-cyclopropyl-imidazo[1,2-a]pyridin-2-yl)methyl)amino)pyridin-2-yl)-2-(4-methoxypyridin-2-yl)cyclopropane-1-carboxamide C1(CC1)C=1C=CC=2N(C1)C=C(N2)CNC2=CC(=NC=C2)NC(=O)[C@@H]2[C@H](C2)C2=NC=CC(=C2)OC |r|